1-[(3-Methyl-1H-pyrazol-5-yl)methyl]-6-[3-(trifluoromethyl)phenyl]pyrazolo[4,3-b]pyridine CC1=NNC(=C1)CN1N=CC2=NC=C(C=C21)C2=CC(=CC=C2)C(F)(F)F